N-(3-(7-fluoro-5-oxo-1-thioxo-1,2-dihydro-[1,2,4]triazolo[4,3-a]quinazolin-4(5H)-yl)propyl)piperidine-2-carboxamide FC=1C=C2C(N(C=3N(C2=CC1)C(NN3)=S)CCCNC(=O)C3NCCCC3)=O